[Cl-].COCCOC[P+](C1=CC=CC=C1)(C1=CC=CC=C1)C1=CC=CC=C1 [(2-methoxyethoxy)methyl]triphenylphosphonium chloride